N-(6-((3-(2,2-dimethyl-2,3-dihydro-1H-pyrrolo[2,3-c]pyridin-5-yl)-1,2,4-thiadiazol-5-yl)amino)-5-(trifluoromethyl)pyridin-3-yl)-N-methylacetamide CC1(CC=2C(=CN=C(C2)C2=NSC(=N2)NC2=C(C=C(C=N2)N(C(C)=O)C)C(F)(F)F)N1)C